BrC1=CC=C(C=C1)C=1C2=CC=C(N2)C(=C2C=CC(C(=C3C=CC(=C(C=4C=CC1N4)C4=CC=C(C=C4)Br)N3)C3=CC=C(C=C3)Br)=N2)C2=CC=C(C=C2)Br.[Mn] Manganese 5,10,15,20-tetrakis-(4-bromophenyl)porphyrin